N1=C(C=CC=2CCCNC12)CCC1CC(C1)C(=O)O (1s,3r)-3-(2-(5,6,7,8-tetrahydro-1,8-naphthyridin-2-yl)ethyl)cyclobutane-1-carboxylic acid